C1(=CC=CC=C1)CCCN (S)-phenylpropylamine